COC1=C(C=CC(=C1)\C=C\C)OC(\C=C\C1=CC=C(C=C1)OC)=O 2-Methoxy-4-((E)-prop-1-en-1-yl)phenyl-(E)-3-(4-methoxyphenyl)acrylat